C(#N)NC(=N)N1C[C@H]2CC[C@@H](C1)N2C2=NC(=NC1=CC(=CC=C21)C2=CC(=CC1=CC=CC=C21)O)OC[C@H]2N(CCC2)C (1R,5S)-N-cyano-8-(7-(3-hydroxynaphthalen-1-yl)-2-(((S)-1-methylpyrrolidin-2-yl)methoxy)quinazolin-4-yl)-3,8-diazabicyclo[3.2.1]octane-3-carboximidamide